6-(dimethylamino)-4,4-diphenylhept-2-en-3-yl (1-((S)-2-benzamido-5-(3-((2,2,4,6,7-pentamethyl-2,3-dihydrobenzofuran-5-yl)sulfonyl)guanidino)pentanamido)propan-2-yl)(methyl)carbamate C(C1=CC=CC=C1)(=O)N[C@H](C(=O)NCC(C)N(C(OC(=CC)C(CC(C)N(C)C)(C1=CC=CC=C1)C1=CC=CC=C1)=O)C)CCCNC(=N)NS(=O)(=O)C=1C(=C(C2=C(CC(O2)(C)C)C1C)C)C